C(C)(=O)NC1N(CC1)C(=O)OC1=NC=CC=N1 pyrimidin-2-yl acetamido-azetidine-1-carboxylate